N[C@@H]1CN(CCOC1)C=1C=C(C(=NC1)N1C[C@@H]2N([C@H](CN(C2)C2=C3C=CC(=NC3=C(C=C2)C#N)[2H])C)CC1)C 5-[(4S,9aR)-8-[5-[(6R)-6-amino-1,4-oxazepan-4-yl]-3-methyl-2-pyridyl]-4-methyl-3,4,6,7,9,9a-hexahydro-1H-pyrazino[1,2-a]pyrazin-2-yl]-2-deuterio-quinoline-8-carbonitrile